OC1=C(C=CC=C1)C1=CC(=CN=N1)N1CCC(CC1)(C1=CC=CC=C1)CN(C(=O)C1CCNCC1)CCOC N-((1-(6-(2-hydroxyphenyl)pyridazin-4-yl)-4-phenylpiperidin-4-yl)methyl)-N-(2-methoxyethyl)piperidine-4-carboxamide